(2S)-2-(tert-butoxycarbonylamino)-3-cyclobutyl-propanoic acid C(C)(C)(C)OC(=O)N[C@H](C(=O)O)CC1CCC1